(R)-6-chloro-3-((1-(3-cyclopropyl-6-methyl-2-(2-methyl-2H-indazol-5-yl)-4-oxo-3,4-dihydroquinazolin-8-yl)ethyl)amino)-N-(methylsulfonyl)picolinamide ClC1=CC=C(C(=N1)C(=O)NS(=O)(=O)C)N[C@H](C)C=1C=C(C=C2C(N(C(=NC12)C1=CC2=CN(N=C2C=C1)C)C1CC1)=O)C